C(C)(C)(C)OC(=O)N1CC2(C1)CN(C2)C2=CC=C(C=C2)F tert-butyl-6-(4-fluorophenyl)-2,6-diazaspiro[3.3]heptane-2-carboxylate